3-((2S)-2-hydroxy-3-(8-(3-(1-isobutyl-1H-pyrazol-4-yl)phenylsulfonyl)-1-oxa-8-azaspiro[4.5]decan-3-ylamino)propoxy)-N-methylbenzenesulfonamide O[C@H](COC=1C=C(C=CC1)S(=O)(=O)NC)CNC1COC2(C1)CCN(CC2)S(=O)(=O)C2=CC(=CC=C2)C=2C=NN(C2)CC(C)C